Methyl (1R,4R)-4-(4-(((R)-1-(3-cyano-2-methylphenyl)ethyl)amino)-7-methoxy-2-methylquinazolin-6-yl)cyclohexane-1-carboxylate C(#N)C=1C(=C(C=CC1)[C@@H](C)NC1=NC(=NC2=CC(=C(C=C12)C1CCC(CC1)C(=O)OC)OC)C)C